trans-hexen-1-ol C(=C\CCCC)/O